FC(C)(F)C1=C(C=O)C=CC(=C1)F (1,1-difluoroethyl)-4-fluorobenzaldehyde